ClC1=C(C(=CC=C1Cl)O)[C@H]1C[C@@H]2N(C(CN(C2)C(C[C@@H](CC)O)=O)=O)C1 (7R,8aS)-7-(2,3-dichloro-6-hydroxyphenyl)-2-[(3R)-3-hydroxypentanoyl]-hexahydropyrrolo[1,2-a]pyrazin-4-one